COC(=O)C=1C(=CC=2N(C1)C=C(N2)C21COC(C2)(C1)CF)OC(C)C 2-[1-(fluoromethyl)-2-oxabicyclo[2.1.1]hex-4-yl]-7-isopropoxy-imidazo[1,2-a]pyridine-6-carboxylic acid methyl ester